ClC=1C=NN(C1C(NC1=NC=C(C=C1F)C#CC1=CC=CC=C1)=O)C[C@H]1[C@@H](CN(CC1)C(=O)OC(C)(C)C)F tert-butyl (3S,4S)-4-((4-chloro-5-((3-fluoro-5-(phenylethynyl)pyridin-2-yl)carbamoyl)-1H-pyrazol-1-yl)methyl)-3-fluoropiperidine-1-carboxylate